ClC1=C(C=CC=C1)C=1C=C2CCCC(C2=CC1)NC(O[C@@H]1CN2CCC1CC2)=O (S)-quinuclidin-3-yl (6-(2-chlorophenyl)-1,2,3,4-tetrahydronaphthalen-1-yl)carbamate